NC1=C(C(=O)N)C(=CC(=C1)F)F 2-amino-4,6-difluorobenzamide